FC1=C(OC2=CC(=C(C=C2C2=CC(=NC(=C2)C)C)NS(=O)(=O)CC)C)C=CC(=C1)F N-(4-(2,4-difluorophenoxy)-5-(2,6-dimethylpyridin-4-yl)-2-methylphenyl)ethanesulfonamide